C(C1=CC=CC=C1)OC1=CC2=C(C[C@@H](CO2)NC(=O)OC(C)(C)C)C(=C1N(S(NC(=O)OCC=C)(=O)=O)CC(=O)OC)F methyl [{(3S)-7-(benzyloxy)-3-[(tert-butoxycarbonyl)amino]-5-fluoro-3,4-dihydro-2H-1-benzopyran-6-yl}({[(prop-2-en-1-yl)oxy]carbonyl}sulfamoyl)amino]acetate